Trans-N-(3-(2-acetyl-2-methylhydrazine-1-carbonyl)-4-chlorophenyl)-2,2-dichloro-3-(3,5-dichlorophenyl)cyclopropane-1-carboxamide C(C)(=O)N(NC(=O)C=1C=C(C=CC1Cl)NC(=O)[C@@H]1C([C@H]1C1=CC(=CC(=C1)Cl)Cl)(Cl)Cl)C